2-fluoro-N-(4-(((5-hydroxy-2,2-dimethyl-2H-chromen-6-yl)methylene)amino)phenyl)benzenesulfonamide FC1=C(C=CC=C1)S(=O)(=O)NC1=CC=C(C=C1)N=CC=1C(=C2C=CC(OC2=CC1)(C)C)O